ClC1=NC=C(C(=C1)C1=C(C=NC(=C1)C)C(=O)NC=1SC=2N=C(N=CC2N1)N1CC2(COC2)CC1)OC 2'-chloro-5'-methoxy-6-methyl-N-(5-(2-oxa-6-azaspiro[3.4]octan-6-yl)-[1,3]thiazolo[5,4-d]pyrimidin-2-yl)-[4,4'-bipyridine]-3-carboxamide